CC1=NN2C(N=CC=C2[C@H]2CN(CCC2)[C@@H](CO)C2=CC=CC=C2)=C1C1=CC=NC=C1 (R)-2-((R)-3-(2-methyl-3-(pyridin-4-yl)pyrazolo[1,5-a]pyrimidin-7-yl)piperidin-1-yl)-2-phenylethanol